N-(5-(3-(7H-pyrrolo[2,3-d]pyrimidin-4-yl)pyridin-2-ylamino)-2-chlorophenyl)-3-(trifluoromethyl)benzamide N1=CN=C(C2=C1NC=C2)C=2C(=NC=CC2)NC=2C=CC(=C(C2)NC(C2=CC(=CC=C2)C(F)(F)F)=O)Cl